C1CCN(C1)C(=[N+]2CCCC2)Cl.F[P-](F)(F)(F)(F)F chloro-N,N,N',N'-bis(tetramethylene)formamidinium hexafluorophosphate